cyclohexyl α-dimethylmethoxysilylpropionate C[Si](C(C(=O)OC1CCCCC1)C)(OC)C